C(=O)C=1C(=C(C=C2C(=C(C(OC12)=O)CC(=O)NC1CCC(CC1)OC)C)OC)O 2-(8-formyl-7-hydroxy-6-methoxy-4-methyl-2-oxo-2H-chromen-3-yl)-N-((1r,4r)-4-methoxycyclohexyl)acetamide